2-[6-[4-(1-methyl-4-piperidinyl)phenyl]-4-oxo-quinazolin-3-yl]Acetic acid CN1CCC(CC1)C1=CC=C(C=C1)C=1C=C2C(N(C=NC2=CC1)CC(=O)O)=O